C1(CC1)C1=CN(C=2N=CN=C(C21)N2[C@H](CN[C@@H](C2)C)C)C2=CC(=CC=C2)F 5-cyclopropyl-4-((2S,5R)-2,5-dimethylpiperazin-1-yl)-7-(3-fluorophenyl)-7H-pyrrolo[2,3-d]pyrimidine